2-(4-butoxybenzyl)succinic acid C(CCC)OC1=CC=C(CC(C(=O)O)CC(=O)O)C=C1